ClC1=C(C=C(C=C1)NC=1N(C2=NC(=NC=C2N1)NC1(CC1)C)C1CCNCC1)C(F)(F)F N8-(4-chloro-3-(trifluoromethyl)phenyl)-N2-(1-methylcyclopropyl)-9-(piperidin-4-yl)-9H-purine-2,8-diamine